FC(CC[Si](OC)(OC)OC)(C(C(C(C(C(F)(F)F)(F)F)(F)F)(F)F)(F)F)F (3,3,4,4,5,5,6,6,7,7,8,8,8-tridecafluorooctyl)trimethoxysilane